ClC1=CC=C2C(=C3N(C2=C1Cl)CC(CCC3)O)C=3C=NN(C3)C3OCCCC3 3,4-dichloro-11-(1-(tetrahydro-2H-pyran-2-yl)-1H-pyrazol-4-yl)-7,8,9,10-tetrahydro-6H-azepino[1,2-a]indol-7-ol